6-bromo-7-(trifluoromethyl)-3H,4H-pyrido[3,2-d]pyrimidin-4-one BrC=1C(=CC=2N=CNC(C2N1)=O)C(F)(F)F